N-methyl-N-isopropylammonium C[NH2+]C(C)C